CCC=CCCCC=CCC undec-3,8-diene